2-((2-chloropyridin-4-yl)oxy)-1-(tetrahydro-2H-pyran-4-yl)ethan-1-one ClC1=NC=CC(=C1)OCC(=O)C1CCOCC1